(R)-5-(2-((1-(2-(bis(4-methoxybenzyl)amino)pyridin-3-yl)ethyl)amino)ethoxy)-7-bromo-2-chloro-6,8-difluoroquinazolin-4(3H)-one COC1=CC=C(CN(C2=NC=CC=C2[C@@H](C)NCCOC2=C3C(NC(=NC3=C(C(=C2F)Br)F)Cl)=O)CC2=CC=C(C=C2)OC)C=C1